bis(3,5-bis(trifluoromethyl) phenyl) sulfoxide FC(C=1C=C(C=C(C1)C(F)(F)F)S(=O)C1=CC(=CC(=C1)C(F)(F)F)C(F)(F)F)(F)F